FC([C@@H](COCC1=CC=C(C=C1)OC)OC(=O)N1CC2(C1)CC(C2)=CB(O)O)(F)F (R)-((2-(((1,1,1-trifluoro-3-((4-methoxybenzyl)oxy)propan-2-yl)oxy)carbonyl)-2-azaspiro[3.3]heptan-6-ylidene)methyl)boronic acid